C1(=CC=CC2=CC=CC=C12)C(=O)N1CCN(CC1)C([C@H](CCCCNC(C=C)=O)NC(=O)C1C2CC3CC(CC1C3)C2)=O (1S,3S,5S,7S)-N-((S)-1-(4-(1-naphthoyl)piperazin-1-yl)-6-acrylamido-1-oxohexan-2-yl)adamantane-2-carboxamide